C(C)(C)NC[C@@H](C(=O)N1C2COCC1CN(C2)C(=O)OC(C)(C)C)C2=CC=C(C=C2)Cl Tert-butyl 9-((S)-3-(isopropylamino)-2-(4-chlorophenyl)propanoyl)-3-oxa-7,9-diazabicyclo[3.3.1]nonane-7-carboxylate